tert-butyl (5-(3-carbamoyl-6-(4-fluorophenethyl)-2-isobutyl-5-(5-methyl-1,3,4-oxadiazol-2-yl)-1,4-dihydropyridin-4-yl)-2,3-dihydro-1H-inden-1-yl)(3,4-difluorobenzyl)carbamate C(N)(=O)C1=C(NC(=C(C1C=1C=C2CCC(C2=CC1)N(C(OC(C)(C)C)=O)CC1=CC(=C(C=C1)F)F)C=1OC(=NN1)C)CCC1=CC=C(C=C1)F)CC(C)C